N,N-Dimethyl-4-aminobenzene CN(C1=CC=CC=C1)C